((2-((S)-4-methylcyclohex-3-en-1-yl)propan-2-yl)oxy)tetrahydro-4H-pyran-4-one CC1=CC[C@H](CC1)C(C)(C)OC1OCCC(C1)=O